ClC1=CC=C(C=N1)CN1C(C=CC=C1)=NC(C(F)F)=O N-[1-((6-chloropyridin-3-yl)methyl)pyridin-2(1H)-ylidene]-2,2-difluoroacetamide